mentholol CC(C)C1CCC(CC1O)(C)O